diaminotrifluorobenzene NC1=CC(=C(C(=C1F)F)F)N